C(#N)C1=CC=2N(N=C1)C(=CC2)C2=NC=C(C(=O)NC[C@H](C(C)(C)O)F)C(=C2)NC2CCC(CC2)C2=NN(C=N2)C(F)F (R)-6-(3-cyanopyrrolo[1,2-b]pyridazin-7-yl)-4-((4-(1-(difluoromethyl)-1H-1,2,4-triazol-3-yl)cyclohexyl)amino)-N-(2-fluoro-3-hydroxy-3-methylbutyl)nicotinamide